CNCC1(OCC2(C3=C1SC=C3)CC2)C N-methyl-1-(7'-methyl-5'H,7'H-spiro[cyclopropane-1,4'-thieno[2,3-c]pyran]-7'-yl)methylamine